methyl (2S,3R)-2-(tert-butoxycarbonylamino)-3-phenoxy-butanoate C(C)(C)(C)OC(=O)N[C@H](C(=O)OC)[C@@H](C)OC1=CC=CC=C1